[Si](C)(C)(C(C)(C)C)O[C@H](C)[C@@H]1[C@H](NC1=O)[C@H](C(=O)[O-])C (2R)-2-[(2S,3S)-3-[(1R)-1-[(tert-butyldimethylsilyl)oxy]ethyl]-4-oxoazetidin-2-yl]propanoate